N-(4-amino-1H-pyrazolo[4,3-c]pyridin-7-yl)-2-((2R,5S)-2-(3-chlorophenyl)-5-methylpiperidin-1-yl)-2-oxoacetamide NC1=NC=C(C2=C1C=NN2)NC(C(=O)N2[C@H](CC[C@@H](C2)C)C2=CC(=CC=C2)Cl)=O